CC(=O)[C@@H]1CN2CC[C@@]34[C@@H]2C[C@@H]1C(=C3NC5=CC=CC=C45)C(=O)OC The molecule is an alkaloid, an organic heteropentacyclic compound and a methyl ester. It has a role as a metabolite.